(e)-1-(3'-fluoro-4'-isopropoxy-[1,1'-biphenyl]-4-yl)-3-(quinoxalin-6-yl)prop-2-en-1-one FC=1C=C(C=CC1OC(C)C)C1=CC=C(C=C1)C(\C=C\C=1C=C2N=CC=NC2=CC1)=O